bis(2-(3-aminophenyl)benzo[d]oxazol-6-yl)methanone NC=1C=C(C=CC1)C=1OC2=C(N1)C=CC(=C2)C(=O)C2=CC1=C(N=C(O1)C1=CC(=CC=C1)N)C=C2